4-(4-(Oxetan-3-yl)piperazin-1-yl)-N-phenethyl-1H-benzo[d]imidazole-1-carboxamide O1CC(C1)N1CCN(CC1)C1=CC=CC=2N(C=NC21)C(=O)NCCC2=CC=CC=C2